2-methoxyethyl (2R,5R)-3-((4-(benzo[d]oxazol-2-yloxy)-3-fluorophenyl)-sulfonyl)-2-(((tetrahydro-2H-pyran-2-yl)oxy)carbamoyl)-3,8-diazabicyclo[3.2.1]octane-8-carboxylate O1C(=NC2=C1C=CC=C2)OC2=C(C=C(C=C2)S(=O)(=O)N2[C@H](C1CC[C@H](C2)N1C(=O)OCCOC)C(NOC1OCCCC1)=O)F